7-(1-phenyl-1H-pyrazol-4-yl)-8,9,10,11-tetrahydro-3H-pyrazolo[4,3-a]phenanthridine C1(=CC=CC=C1)N1N=CC(=C1)C1=NC2=CC=C3C(=C2C=2CCCCC12)C=NN3